C(CCCCCCCCCCCCCCCCC)(=O)O.C(CCCCCCCCCCCCCCCCC)(=O)O.C(CCCCCCCCCCCCCCCCC)(=O)O.C(CCCCCCCCCCCCCCCCC)(=O)O.C(CCCCCCCCCCCCCCCCC)(=O)O.OCC(O)CO glycerol pentastearate